3-methyl-6-(methylsulfonyl)-2-(4-phenoxypiperidin-1-yl)-6,7-dihydro-5H-pyrrolo[3,4-b]pyridine CC=1C=C2C(=NC1N1CCC(CC1)OC1=CC=CC=C1)CN(C2)S(=O)(=O)C